cyclopentanethanone C1(CCCC1)CC=O